6-((4-acetyl-2-fluorobenzyl)oxy)-3',6'-dihydro-[2,4'-bipyridine] C(C)(=O)C1=CC(=C(COC2=CC=CC(=N2)C=2CC=NCC2)C=C1)F